C(C)C(CO[N+](=O)[O-])CCCC 2-ethylhexylnitrate